The molecule is a 1-acyl-sn-glycero-3-phosphoglycerol in which the acyl group is specified as palmitoyl (hexadecanoyl). It derives from a hexadecanoic acid. It is a conjugate acid of a 1-palmitoyl-sn-glycero-3-phosphoglycerol(1-). CCCCCCCCCCCCCCCC(=O)OC[C@H](COP(=O)(O)OCC(CO)O)O